(E)-2-methyl-3-(1H-pyrrolo[2,3-c]pyridin-3-yl)-1-(3,4,5-trimethoxyphenyl)prop-2-en-1-one C/C(/C(=O)C1=CC(=C(C(=C1)OC)OC)OC)=C\C1=CNC2=CN=CC=C21